4,6,6-trimethylbicyclo[3.1.1]hept-3-en-2-ol CC1=CC(C2C(C1C2)(C)C)O